C(CCC)OC(CCCCC(CN(CCCSSCCN1CCN(CC1)CCOC(CCCCN(CC(CCCCCCC(=O)OCCC(C)C)O)CC(CCCCCCC(=O)OCCC(C)C)O)=O)CC(CCCCC(OCCCC)=O)O)O)=O Diisopentyl 9,9'-((5-(2-(4-(2-((3-(bis(7-butoxy-2-hydroxy-7-oxoheptyl)amino)-propyl)disulfaneyl)ethyl)piperazin-1-yl)ethoxy)-5-oxopentyl)azanediyl)bis(8-hydroxynonanoate)